(5-{[(1S)-1-(4-fluorophenyl)propyl]carbamoyl}thiophen-3-yl)boronic acid FC1=CC=C(C=C1)[C@H](CC)NC(=O)C1=CC(=CS1)B(O)O